CC[C@@H]1C(=O)N([C@@H](C(=O)N[C@H](CC(=O)O[C@H](C[C@H](/C=C(/C[C@@H](C(=O)N1)C)\\C)C)C)C2=CC=C(C=C2)O)CC3=C(NC4=CC=CC=C43)Br)C The molecule is a cyclodepsipeptide isolated from Jaspis splendens. A derivative of jaspamide, it exhibits anti-tumour activity. It has a role as an antineoplastic agent, an animal metabolite and a marine metabolite. It is a cyclodepsipeptide, an organobromine compound and a macrocycle.